4-(((4-(4-Methoxy-3-methylphenyl)bicyclo[2.2.2]octan-1-yl)methyl)(6-(1-(1-methylcyclobutyl)-1H-pyrazol-4-yl)pyrazin-2-yl)carbamoyl)cyclohexyl trans-3-hydroxyazetidine-1-carboxylate OC1CN(C1)C(=O)OC1CCC(CC1)C(N(C1=NC(=CN=C1)C=1C=NN(C1)C1(CCC1)C)CC12CCC(CC1)(CC2)C2=CC(=C(C=C2)OC)C)=O